(3-amino-3-(hydroxyimino)propyl)(propyl)phosphinic acid NC(CCP(O)(=O)CCC)=NO